2,5-dioxahexanedioic acid dimethyl ester COC(OCCOC(=O)OC)=O